(diethoxyphosphoryl)difluoromethyl-1H-indole-2-carboxylic acid C(C)OP(=O)(OCC)C1=C(N(C2=CC=CC=C12)C(F)F)C(=O)O